2-(5-Bromo-3-(2-((tert-butyldimethylsilyl)oxy)ethoxy)pyridin-2-yl)-6,6-difluoro-2-azaspiro[3.3]heptane BrC=1C=C(C(=NC1)N1CC2(C1)CC(C2)(F)F)OCCO[Si](C)(C)C(C)(C)C